2-[4-(4-Chlorophenyl)-5-{2-[(dimethylamino)methyl]pyridin-4-yl}-1H-imidazol-1-yl]-1-(piperazin-1-yl)ethan-1-one ClC1=CC=C(C=C1)C=1N=CN(C1C1=CC(=NC=C1)CN(C)C)CC(=O)N1CCNCC1